7-bromo-5-chloro-4-methyl-2H-benzo[b][1,4]oxazine-3(4H)-one BrC=1C=C(C2=C(OCC(N2C)=O)C1)Cl